1-[2-(difluoromethoxy)-4-(trifluoromethyl)phenyl]-N-[(3R)-1-methylpiperidin-3-yl]imidazo[1,5-d][1,2,4]triazin-4-amine formate C(=O)O.FC(OC1=C(C=CC(=C1)C(F)(F)F)C=1C=2N(C(=NN1)N[C@H]1CN(CCC1)C)C=NC2)F